ClC1=CC=C2C=CC=C(C2=C1)[C@@H]1CN(CCC1)C(=O)OC(C)(C)C (R)-tert-butyl 3-(7-chloronaphthalene-1-yl)piperidine-1-carboxylate